C(N)(OC(C1CCCCC1)C1=CC(=CC=C1)C=1C=NC=C(C1)C=1N(C=NN1)COCC[Si](C)(C)C)=O 3-(5-(4-((2-(trimethylsilyl)ethoxy)methyl)-4H-1,2,4-triazol-5-yl)pyridin-3-yl)phenyl(cyclohexylmethyl) carbamate